dimethyl-(methylsulfanyl)sulfonium triflate [O-]S(=O)(=O)C(F)(F)F.C[S+](SC)C